FC1=CN=CC2=C1C(=NC=1N2C(=NN1)C)N1CCOCC2=C1C=CC=C2C#CC2(CC2)C 1-(6-fluoro-1-methylpyrido[4,3-e][1,2,4]triazolo[4,3-a]pyrimidin-5-yl)-6-((1-methylcyclopropyl)ethynyl)-1,2,3,5-tetrahydrobenzo[e][1,4]oxazepine